FC(OC1=CC=C(C=C1)N1C(C(=CC2=C1N=C(N=C2)S(=O)(=O)C)C2=CC1=CN(N=C1C=C2)C)=O)F 8-(4-(difluoromethoxy)phenyl)-6-(2-methyl-2H-indazol-5-yl)-2-(methylsulfonyl)pyrido[2,3-d]pyrimidin-7(8H)-one